2-(5-chloro-2-oxo-2,3-dihydro-1H-indol-1-yl)-N-(3,4-dihydro-1H-isochromen-1-ylmethyl)acetamide ClC=1C=C2CC(N(C2=CC1)CC(=O)NCC1OCCC2=CC=CC=C12)=O